2-amino-1-(3-bromo-5-fluorophenyl)ethan-1-ol NCC(O)C1=CC(=CC(=C1)F)Br